S1CC=CC=C1 thiain